N(=[N+]=[N-])CC(=O)N[C@@H]1C(O)O[C@@H]([C@H]([C@@H]1O)O)CO N-α-azidoacetylmannosamine